C(CCCCCCCCCCC)N(CCCCCCCCC1C2(C(C3(CC(CC1(C3)C(=O)O)C2)C(=O)N)(CCCCCCCCN(CCCCCCCCCCCC)CCCCCCCCCCCC)CCCCCCCCN(CCCCCCCCCCCC)CCCCCCCCCCCC)C(=O)O)CCCCCCCCCCCC tris(8-(didodecylamino)octyl)adamantane-1,3,5-tricarboxylic acid amide